FC(=C)C monofluoropropene